{2-[(3-hydroxy-1-methylazetidin-2-yl)methyl]-2,3,4,7-tetrahydro-1H-pyrrolo[2,3-H]isoquinolin-8-yl}methanone OC1C(N(C1)C)CN1CC2=C3C(=CC=C2CC1)NC(=C3)C=O